tert-butyl 4-(6-((4-cyano-2-fluorophenoxy)methyl)-5-fluoropyridin-2-yl)oxypiperidine-1-carboxylate C(#N)C1=CC(=C(OCC2=C(C=CC(=N2)OC2CCN(CC2)C(=O)OC(C)(C)C)F)C=C1)F